C(=O)(OC(C)(C)C)N1CCN(CC1)C(C(=O)O)C=1C=NC=CC1 2-(4-Boc-piperazino)-2-(3-pyridinyl)acetic acid